2-(4-((benzyloxy)carbonyl)-1-(2-chloro-7-(naphthalen-1-yl)-5,6,7,8-tetrahydropyrido[3,4-d]pyrimidin-4-yl)-5-methylpiperazin-2-yl)acetic acid C(C1=CC=CC=C1)OC(=O)N1CC(N(CC1C)C=1C2=C(N=C(N1)Cl)CN(CC2)C2=CC=CC1=CC=CC=C21)CC(=O)O